4-[3-hydroxy-2-(5H-imidazo[1,5-b]isoindol-5-yl)-7-azaspiro[3.5]nonane-7-carbonyl]-1-methylpyrrolidin-2-one OC1C(CC12CCN(CC2)C(=O)C2CC(N(C2)C)=O)C2N1C(C=3C=CC=CC23)=CN=C1